3-[4-(2-bromoethoxy)phenyl]-3-(ethanesulfonyl)oxetane BrCCOC1=CC=C(C=C1)C1(COC1)S(=O)(=O)CC